BrCC1=CC=C(C=C1)N1C=CC=C1 1-{4-(bromomethyl)phenyl}-1H-pyrrole